C1CC12CNC[C@@H]2NC(=O)OC(C)(C)C 2-methylpropan-2-yl {[(7R)-5-azaspiro[2.4]heptan-7-yl]amino}methanoate